NC1=NC=C(C=C1O[C@H](C)C=1C=C(C=CC1)NC(=O)C1=CC2=C(S(CC2)(=O)=O)C=C1)Cl (R)-N-(3-(1-((2-amino-5-chloropyridin-3-yl)oxy)ethyl)-phenyl)-2,3-dihydrobenzo[b]thiophene-5-carboxamide-1,1-dioxide